CC1(OB(OC1(C)C)\C=C/C12CCCN2CCC1)C (Z)-7a-(2-(4,4,5,5-tetramethyl-1,3,2-dioxaborolan-2-yl)vinyl)hexahydro-1H-pyrrolizine